N-(5-bromopyridin-3-yl)-2,4-difluorobenzenesulfonamide C1=CC(=C(C=C1F)F)S(=O)(=O)NC2=CC(=CN=C2)Br